O1CC[C@@H](C2=C1C=CC=C2)NC(=O)C=2OC1=C(C2)C(=CC=C1O)C(C)C N-[(4S)-3,4-dihydro-2H-1-benzopyran-4-yl]-7-hydroxy-4-isopropyl-1-benzofuran-2-carboxamide